FC1=CC=C(C=N1)C=1C=2N(C=C(C1)OCCN1CCOCC1)N=CC2C#N 4-(6-fluoropyridin-3-yl)-6-(2-morpholinoethoxy)pyrazolo[1,5-a]pyridine-3-carbonitrile